The molecule is a member of the class of benzoic acids that is salicylic acid in which the hydrogens ortho- and para- to the carboxy group are replaced by a pentyl and a hydroxy group, respectively. It has a role as a metabolite. It is a monocarboxylic acid, a member of benzoic acids, a member of resorcinols and a polyketide. It derives from an olivetol. It is a conjugate acid of an olivetolate. CCCCCC1=C(C(=CC(=C1)O)O)C(=O)O